7-chloro-2-(2,4-dimethoxypyrimidin-5-yl)thieno[3,2-b]pyridine ClC1=C2C(=NC=C1)C=C(S2)C=2C(=NC(=NC2)OC)OC